1-[4-(bromomethyl)phenyl]-1,2,4-triazole BrCC1=CC=C(C=C1)N1N=CN=C1